[Br-].[Br-].C(CCCCCCCCCCCCCCC)[N+](CCOCCOC(NCC(CCC(CNC(OCCOCC[N+](C)(C)CCCCCCCCCCCCCCCC)=O)C)(C)C)=O)(C)C N1,N22-Dihexadecyl-N1,N1,N22,N22,10,10,13-heptamethyl-7,16-dioxo-3,6,17,20-tetraoxa-8,15-diazadocosane-1,22-diaminium dibromide